N1=C(C=CC=C1)C(N1CCN(CC1)CC=1C=C2CN(C(C2=CC1)=O)N1C(NC(CC1)=O)=O)C1=NC=CC=C1 1-(5-((4-(di(pyridin-2-yl)methyl)piperazin-1-yl)methyl)-1-oxoisoindolin-2-yl)dihydropyrimidine-2,4(1H,3H)-dione